C1(CCC1)CN1C[C@H](N(CC1)C1=C(N=C(S1)C1=NNC(=C1C(C)C)C=1C=C(C=2N(C1)N=CN2)OC)C)C (R)-5-(4-(cyclobutylmethyl)-2-methylpiperazin-1-yl)-2-(4-isopropyl-5-(8-methoxy-[1,2,4]triazolo[1,5-a]pyridin-6-yl)-1H-pyrazol-3-yl)-4-methylthiazole